ClC1=C(C=CC=C1F)C1CCN(CC1)C(=O)C1=NNC=2CN(CCC21)C#N 3-(4-(2-chloro-3-fluorophenyl)piperidine-1-carbonyl)-4,5-dihydro-1H-pyrazolo[3,4-c]pyridine-6(7H)-carbonitrile